C(=O)(O)C1=C(C=CC=C1)C1=CC(=CC=C1)C(=O)O 2,3'-dicarboxybiphenyl